P(=O)(OCCCC)(OC[C@H]1O[C@H](C[C@@H]1O)N1C(N=C(C=C1)N(C)C)=O)O butyl (((2R,3S,5R)-5-(4-(N,N-dimethylamino)-2-oxopyrimidin-1(2H)-yl)-3-hydroxy tetrahydrofuran-2-yl)methyl) hydrogen phosphate